4-Phenyl-1-cyclohexene C1(=CC=CC=C1)C1CC=CCC1